Ethyl (R,E)-3-(1-(2-methoxyethyl)pyrrolidin-2-yl)acrylate COCCN1[C@H](CCC1)/C=C/C(=O)OCC